(1R,2R,3R)-2-ethyl-N-[7-methyl-6-[4-((S)-3-methyltetrahydrofuran-3-yl)piperazin-4-ium-1-yl]-3-isoquinolyl]-3-(1-methylpyrazol-4-yl)cyclopropanecarboxamide C(C)[C@H]1[C@H]([C@@H]1C=1C=NN(C1)C)C(=O)NC=1N=CC2=CC(=C(C=C2C1)N1CC[NH+](CC1)[C@@]1(COCC1)C)C